CC(COC1=CC(=C(C=C1)C)C(NC1(CC1)C1=CC=CC2=CC=CC=C12)=O)(C)NC(OC(C)(C)C)=O tert-butyl (2-methyl-1-(4-methyl-3-((1-(naphthalen-1-yl)cyclopropyl) carbamoyl)phenoxy)propan-2-yl)carbamate